ClC=1C=CC=C2N=CC(NC12)=O 8-chloroquinoxalin-2(1H)-one